OC=1C=C(C2=CC=CC=C2C1)C=1C=C2N=CC(NC2=CC1)=O 6-(3-hydroxynaphthalen-1-yl)quinoxalin-2(1H)-one